ClC=1N=C(C2=C(N1)N(C=C2C)[C@H]2[C@@H]([C@@H]([C@H](O2)COCP(O)(O)=O)O)O)NC2CCCC2 [(2R,3S,4R,5R)-5-[2-chloro-4-(cyclopentyl-amino)-5-methyl-pyrrolo[2,3-d]-pyrimidin-7-yl]-3,4-dihydroxy-tetrahydro-furan-2-yl]methoxy-methylphosphonic acid